(E)-2-(3-fluorophenylmethyl)aminopropene-1-sulfonyl fluoride FC=1C=C(C=CC1)CN/C(=C/S(=O)(=O)F)/C